(4R,4aS,7aR,12bS)-4a-hydroxy-9-methoxy-3-methyl-2,3,4,4a-tetrahydro-1H-4,12-methanobenzofuro[3,2-e]isoquinolin-7(7aH)-one O[C@]12C=CC([C@H]3[C@@]24CCN([C@@H]1CC1=CC=C(C(=C14)O3)OC)C)=O